(R)-5-((3-hydroxypyrrolidin-1-yl)methyl)-2-(3'-(5-isopropyl-4,5,6,7-tetrahydrothiazolo[5,4-c]pyridin-2-yl)-2,2'-dimethyl-[1,1'-biphenyl]-3-yl)benzo[d]oxazole-7-carbonitrile O[C@H]1CN(CC1)CC=1C=C(C2=C(N=C(O2)C=2C(=C(C=CC2)C2=C(C(=CC=C2)C=2SC=3CN(CCC3N2)C(C)C)C)C)C1)C#N